ClC=1C=C2C=NC(=NC2=CC1N1CCN(CC1)[C@]1([C@H](COC1)O)C)NC=1C=NN(C1C)C (3R,4R)-4-(4-(6-chloro-2-((1,5-dimethyl-1H-pyrazol-4-yl)amino)quinazolin-7-yl)piperazin-1-yl)-4-methyltetrahydrofuran-3-ol